C(C)OC(CC(=O)NC1=C(C=C(C(=C1)N1C(C=2CCCCC2C1=O)=O)F)Cl)=O 3-((2-chloro-5-(1,3-dioxo-1,3,4,5,6,7-hexahydro-2H-isoindol-2-yl)-4-fluorophenyl)amino)-3-oxopropanoic acid ethyl ester